COC1=CC=C(CN2N=C(C=C2)C2=CC=C(C=C2)B2OC(C(O2)(C)C)(C)C)C=C1 1-(4-Methoxybenzyl)-3-(4-(4,4,5,5-tetramethyl-1,3,2-dioxaborolan-2-yl)phenyl)-1H-pyrazole